FC1(C[C@@H](CCC1)N(C1=CC=CC=C1)C(CC1(CCN(CC1)C(=O)N1CCC2=CC=C(C=C12)F)C(=O)O)=O)F 4-[2-(N-[(1R)-3,3-difluorocyclohexyl]anilino)-2-oxo-ethyl]-1-(6-fluoroindoline-1-carbonyl)piperidine-4-carboxylic acid